3-Ethoxy-4,6-difluoro-7-[(3,4,5-trifluorophenyl)methoxy]-dibenzothiophene C(C)OC=1C=CC2=C(SC3=C2C=CC(=C3F)OCC3=CC(=C(C(=C3)F)F)F)C1F